tert-butyl (R)-3-(((7-(1H-pyrazol-4-yl)quinazolin-2-yl)amino)methyl)pyrrolidine-1-carboxylate N1N=CC(=C1)C1=CC=C2C=NC(=NC2=C1)NC[C@@H]1CN(CC1)C(=O)OC(C)(C)C